palladium(II) triflate [O-]S(=O)(=O)C(F)(F)F.[Pd+2].[O-]S(=O)(=O)C(F)(F)F